C1(=CC=CC=C1)CS(=O)(=O)OC1=C(OC(C1=O)C1=CC(=C(C=C1)OC)OC)N 2-amino-5-(3,4-dimethoxyphenyl)-4-oxo-4,5-dihydrofuran-3-yl phenylmethanesulfonate